BrC1=C(C=CC(=C1)OC)/C=C(/C(=O)C1=CC(=C(C(=C1)[Se]C)OC)OC)\C (E)-3-(2-bromo-4-methoxyphenyl)-1-(3,4-dimethoxy-5-(methylseleno)phenyl)-2-methylpropan-2-en-1-one